C1(CC1)C=1C(=NC(=CC1)N1C=NC2=C1C=CC(=C2)NC2=CC1=C(N=N2)CN(C1)CC)N1N=C(C=C1C)C#N 1-[3-cyclopropyl-6-[5-[(6-ethyl-5,7-dihydropyrrolo[3,4-c]pyridazin-3-yl)amino]benzimidazol-1-yl]-2-pyridyl]-5-methyl-pyrazole-3-carbonitrile